ClC1=C(C=CC=C1)C1=C(C(=O)N)C=CC(=C1)NC1=NC(=NC=C1F)NC1=CC=C(C=C1)C(NN1CCC(CC1)CCN1CCN(CC1)C1=CC(=C(C=C1)C1C(NC(CC1)=O)=O)F)=O (2-chlorophenyl)-4-((2-((4-((4-(2-(4-(4-(2,6-dioxopiperidin-3-yl)-3-fluorophenyl)piperazin-1-yl)ethyl)piperidin-1-yl)carbamoyl)phenyl)amino)-5-fluoropyrimidin-4-yl)amino)benzamide